N1=NC(C2=C1C=CC=CC=CC=CC=C2)=O pyrazolo-cyclododecen-3-one